4'-(9-acridinylamino)-3'-methoxymethanesulfonanilide C1=CC=CC2=NC3=CC=CC=C3C(=C12)NC1=C(C=C(NS(=O)(=O)C)C=C1)OC